2-(4-ethoxyphenyl)-2-methylsuccinic acid C(C)OC1=CC=C(C=C1)C(C(=O)O)(CC(=O)O)C